((1R,3S)-3-((8-methoxyquinazolin-4-yl)amino)cyclopentyl)methanol COC=1C=CC=C2C(=NC=NC12)N[C@@H]1C[C@@H](CC1)CO